2-(tert-Butyl)-5-cyclopentylidene-4-phenyl-5H-benzo[d][1,3]diazepine C(C)(C)(C)C=1N=C(C(C2=C(N1)C=CC=C2)=C2CCCC2)C2=CC=CC=C2